4-Chloro-2-((furan-2-ylmethyl)amino)-N,N-dimethyl-5-(N-methylsulfamoyl)Benzamide ClC1=CC(=C(C(=O)N(C)C)C=C1S(NC)(=O)=O)NCC=1OC=CC1